CC=1N=C(SC1C)N1N([NH+](C=N1)C1=CC(=CC=C1)OCC(=O)O)C1=CC=C(C=C1)S(=O)(=O)O 3-(4,5-dimethylthiazol-2-yl)(3-carboxymethoxyphenyl)-2-(4-sulfophenyl)-2H-tetrazolium